C(C=C)OC=1C=C2C=CC(=CC2=CC1)C1=NN(C2=NC=NC(=C21)N)CC2CCNCC2 3-(6-Allyloxy-2-naphthyl)-1-(4-piperidylmethyl)pyrazolo[3,4-d]pyrimidin-4-amine